Aminohydantoin hydrochloride Cl.NN1C(=O)NC(=O)C1